1-(3-(5-Methoxypyridin-2-yl)-1,2,4-oxadiazol-5-yl)-N-((1-(4-methylbenzyl)pyrrolidin-3-yl)methyl)piperidine-4-carboxamide COC=1C=CC(=NC1)C1=NOC(=N1)N1CCC(CC1)C(=O)NCC1CN(CC1)CC1=CC=C(C=C1)C